C1(=CC(=CC=C1)[C@@H]1[C@@H](CN(CC1)C(=O)C1CC2(C1)NC(OC2)=O)C)C2=CC=CC=C2 (2S,4r)-2-((3S,4S)-4-([1,1'-biphenyl]-3-yl)-3-methylpiperidine-1-carbonyl)-7-oxa-5-azaspiro[3.4]octan-6-one